FC=1C=C(N)C=CC1OC1=NC=NC2=CC(=C(C=C12)OC)OCCCN1CCOCC1 3-fluoro-4-((6-methoxy-7-(3-morpholinopropoxy)quinazolin-4-yl)oxy)aniline